OC1=CC=C(C(=N1)OC)N 6-hydroxy-2-methoxypyridin-3-amine